BrC=1C=C2C(=NN(C2=CC1)CC(=O)N(C1CC1)CC(=O)NCC1=C(C(=CC=C1)Cl)F)C(=O)N 5-bromo-1-(2-((2-((3-chloro-2-fluorobenzyl)amino)-2-oxoethyl)(cyclopropyl)amino)-2-oxoethyl)-1H-indazole-3-carboxamide